CC(CCCCCC)N=C=NC(C)CC (1-methylheptyl)-N-sec-butylcarbodiimide